(3E)-12,12-dibutoxy-3-dodecen-1-ol C(CCC)OC(CCCCCCC/C=C/CCO)OCCCC